C(C)S(=O)(=O)C=1C(=NC(=CC1)OC1CSC1)C1=NC=2N(C=C1)N=C(C2)C(F)(F)F 5-(3-(ethylsulfonyl)-6-(thietane-3-yloxy)pyridin-2-yl)-2-(trifluoromethyl)pyrazolo[1,5-a]pyrimidine